1,1,1,2,2-pentafluoro-2-(2-(2,2,2-trifluoroethoxy)ethoxy)ethane FC(C(OCCOCC(F)(F)F)(F)F)(F)F